O1CC(C1)N1CC2(C1)CC(C2)N(C([O-])=O)C=2N=CC1=C(C(=C(C=C1C2)C2=C(C1=C(OCCN1)N=C2)C)F)N 2-(Oxetan-3-yl)-2-azaspiro[3.3]heptan-6-yl(8-amino-7-fluoro-6-(8-methyl-2,3-dihydro-1H-pyrido[2,3-b][1,4]oxazin-7-yl)isoquinolin-3-yl)carbamate